COC(=O)[C@H]1N(C[C@H](C1)N(C(CC)=O)C1CCC(CC1)C)C(=O)[C@@H]1CN(C[C@H]1C1=CC=C(C=C1)Cl)C(C)(C)C (2s,4s)-1-((3s,4r)-1-(tert-butyl)-4-(4-chlorophenyl)pyrrolidine-3-carbonyl)-4-(N-((1s,4r)-4-methylcyclohexyl)propanamido)pyrrolidine-2-carboxylic acid methyl ester